(S)-3-(4-ethoxyphenyl)-2-(methylamino)propanoic acid C(C)OC1=CC=C(C=C1)C[C@@H](C(=O)O)NC